Racemic-2-(((benzyloxy)carbonyl)amino)-3,3-difluoro-2-methylpropanoic acid C(C1=CC=CC=C1)OC(=O)N[C@](C(=O)O)(C(F)F)C |r|